2-(1-ethyl-5-(quinolin-6-yl)-1H-indol-3-yl)acetic acid C(C)N1C=C(C2=CC(=CC=C12)C=1C=C2C=CC=NC2=CC1)CC(=O)O